FC1=CC=C(C=C1)N1N=CC2=CC(=CC=C12)N1C(C2(CCC2)[C@@H]([C@@H]1C1=CC=CC=C1)C1(CC1)C(=O)N)=O ((7R,8S)-6-(1-(4-fluorophenyl)-1H-indazol-5-yl)-5-oxo-7-phenyl-6-azaspiro[3.4]oct-8-yl)cyclopropanecarboxamide